Methyl 2-[3-[(1-acetylpiperidin-4-yl)methyl]-8-(2-chlorophenyl)-7-(4-chlorophenyl)-2,6-dioxopurin-1-yl]acetate C(C)(=O)N1CCC(CC1)CN1C(N(C(C=2N(C(=NC12)C1=C(C=CC=C1)Cl)C1=CC=C(C=C1)Cl)=O)CC(=O)OC)=O